C(C)N1C(=NC(=C1)C(F)(F)F)C1=CC=C(C=N1)N 6-(1-ethyl-4-(trifluoromethyl)-1H-imidazol-2-yl)pyridin-3-amine